4'-((2-(tert-Butyl)-1H-imidazol-1-yl)methyl)-3'-fluoro-5-isobutyl-N-(5-methoxy-pyrimidin-2-yl)-[1,1'-biphenyl]-2-sulfonamide C(C)(C)(C)C=1N(C=CN1)CC1=C(C=C(C=C1)C=1C(=CC=C(C1)CC(C)C)S(=O)(=O)NC1=NC=C(C=N1)OC)F